tert-butyl 4-[2-(4-fluorophenyl)-3-pyrimidin-4-yl-benzimidazol-5-yl]piperazine-1-carboxylate FC1=CC=C(C=C1)C=1N(C2=C(N1)C=CC(=C2)N2CCN(CC2)C(=O)OC(C)(C)C)C2=NC=NC=C2